N1(N=CC=C1)CC1=C(C=C(C(=O)NS(=O)(=O)C2=C(C=CC(=C2)C2CC2)OC)C=C1)OC 4-((1H-pyrazol-1-yl)methyl)-N-((5-cyclopropyl-2-methoxyphenyl)sulfonyl)-3-methoxybenzamide